tert-butyl (2S)-2-({[(4a-methyl-9H-fluoren-9-yl)methoxy]carbonyl}amino)pentanoate CC12CC=CC=C2C(C2=CC=CC=C12)COC(=O)N[C@H](C(=O)OC(C)(C)C)CCC